CC(CO)=C 2-methyl-2-propene-1-ol